Cl.Cl.C[C@H]1CN(CCC1)C1CCNCC1 (3R)-3-methyl-1,4'-bipiperidine dihydrochloride